3-ethynyl-3-methylazetidine, Hydrochloride Cl.C(#C)C1(CNC1)C